(9H-fluoren-9-yl)methyl {(2S)-1-amino-1-oxo-3-[(3S)-2-oxopiperidin-3-yl]propan-2-yl}carbamate NC([C@H](C[C@H]1C(NCCC1)=O)NC(OCC1C2=CC=CC=C2C=2C=CC=CC12)=O)=O